C(C)(C)(C)OC(CN1CCC(CC1)C1=CC=C(C=C1)NC1C(NC(CC1)=O)=O)=O 2-[4-[4-[(2,6-Dioxo-3-piperidyl)amino]phenyl]-1-piperidyl]acetic acid tert-butyl ester